(R)-benzyl 3-(3,4-dichlorophenyl)-3-((4-(trifluoromethoxy)phenyl)sulfonamido)pyrrolidine-1-carboxylate ClC=1C=C(C=CC1Cl)[C@]1(CN(CC1)C(=O)OCC1=CC=CC=C1)NS(=O)(=O)C1=CC=C(C=C1)OC(F)(F)F